(±)-5-((4-methoxybenzyl)oxy)-2-(oxiran-2-yl)pyridine COC1=CC=C(COC=2C=CC(=NC2)[C@H]2OC2)C=C1 |r|